Tert-butyl (2-(2-(2-aminoethoxy)ethoxy)ethyl)carbamate NCCOCCOCCNC(OC(C)(C)C)=O